3-(5-((2-(3-(2-((3r,5r,7r)-adamantan-1-yl)ethyl)-3,8-diazabicyclo[3.2.1]octan-8-yl)ethyl)amino)-2-methyl-4-oxoquinazolin-3(4H)-yl)piperidine-2,6-dione C12(CC3CC(CC(C1)C3)C2)CCN2CC3CCC(C2)N3CCNC3=C2C(N(C(=NC2=CC=C3)C)C3C(NC(CC3)=O)=O)=O